(S)-3-((S*)-2-(5-(2-(dimethylamino)ethyl)-2-oxo-4-(trifluoromethyl)pyridin-1(2H)-yl)-4-methylpentanamido)-3-(4-(2,6-dimethylphenyl)-6-vinylpyridin-2-yl)propanoic acid CN(CCC=1C(=CC(N(C1)[C@H](C(=O)N[C@@H](CC(=O)O)C1=NC(=CC(=C1)C1=C(C=CC=C1C)C)C=C)CC(C)C)=O)C(F)(F)F)C |o1:10|